BrC=1C=C2C(=NC1OC(CCC1=C(C=CC(=C1)C)S(=O)(=O)N)C(F)(F)F)N(C=C2)COCC[Si](C)(C)C (3-(5-bromo-1-((2-(trimethylsilyl)ethoxy)methyl)-1H-pyrrolo[2,3-b]pyridin-6-yloxy)-4,4,4-trifluorobutyl)-4-methylbenzenesulfonamide